ClC=1C(=NC=NC1N1CC(C1)OC)NC1=NNC2=CC(=CC=C12)[C@@H]1C[C@@]12C(NC1=CC=C(C=C21)OC)=O (1R,2S)-2-(3-{[5-chloro-6-(3-methoxyazetidin-1-yl)pyrimidin-4-yl]amino}-1H-indazol-6-yl)-5'-methoxyspiro[cyclopropane-1,3'-indol]-2'(1'H)-one